O[C@H]1CN(CC[C@@H]1CNC1=NC=2N(C(=C1)NCC=1N=C3N(C=CC(=C3)C)C1)N=CC2C(C)C)C(=O)OC(C)(C)C tert-butyl (3R,4R)-3-hydroxy-4-(((3-isopropyl-7-(((7-methylimidazo[1,2-a]pyridin-2-yl)methyl)amino)pyrazolo[1,5-a]pyrimidin-5-yl)amino)methyl)piperidine-1-carboxylate